N-(4-(3-amino-7-(5-((2R,6R)-2,6-dimethylmorpholine-4-carbonyl)pyridin-2-yl)-1H-pyrazolo[4,3-c]pyridin-4-yl)benzyl)-5-fluoro-2-methoxybenzamide NC1=NNC2=C1C(=NC=C2C2=NC=C(C=C2)C(=O)N2C[C@H](O[C@@H](C2)C)C)C2=CC=C(CNC(C1=C(C=CC(=C1)F)OC)=O)C=C2